O1CCN(CC1)C1=CC(=NC=N1)NCC1CC2(C1)CCN(CC2)C(=O)OC(C)(C)C tert-butyl 2-(((6-morpholinopyrimidin-4-yl) amino) methyl)-7-azaspiro[3.5]nonane-7-carboxylate